O1N=CC(C=C1)([2H])[2H] Oxazine-4,4-d